FC(C(C(F)(F)F)(O)C1=CC=C(C=C1)C1=C(C=C(C=C1)CN1CC(N(CC1)CC1=CC=NC=C1)C(=O)OC(C)C)C)(F)F isopropyl 4-((4'-(1,1,1,3,3,3-hexafluoro-2-hydroxypropan-2-yl)-2-methyl-[1,1'-biphenyl]-4-yl)methyl)-1-(pyridin-4-ylmethyl)piperazine-2-carboxylate